ClC=1C(=NC(=NC1C)N1CCC(CC1)C1CN(CCC1)C(=O)[O-])N[C@H](C)C1=C(C=C(C=C1)Cl)Cl 1'-(5-chloro-4-(((R)-1-(2,4-dichlorophenyl)ethyl)amino)-6-methylpyrimidin-2-yl)-[3,4'-bipiperidine]-1-carboxylate